methyl 2-oxo-11-(trifluoromethyl)-1,2-dihydrobenzo[6,7]oxepino[3,2-b]pyridine-7-carboxylate O=C1C=CC2=C(N1)C(=CC1=C(O2)C=C(C=C1)C(=O)OC)C(F)(F)F